tert-butyl (1R,5S)-8-(5,7-dichloro-8-fluoro-2-(methylthio) pyrido[4,3-d]pyrimidin-4-yl)-3,8-diazabicyclo[3.2.1]octane-3-carboxylate ClC1=NC(=C(C=2N=C(N=C(C21)N2[C@H]1CN(C[C@@H]2CC1)C(=O)OC(C)(C)C)SC)F)Cl